C(C)C1=CC(=C(C=C1)C1=NC=C(C(=C1N)C)OC1=C(C(=NC=C1)NS(NC)(=O)=O)F)F (4-ethyl-2-fluorophenyl)-5-({3-fluoro-2-[(methylsulfamoyl)amino]pyridin-4-yl}oxy)-4-methylpyridin-3-amine